(3R*,4R*)-1-Cyclopentyl-4-{[1-(2,4-difluoro-phenyl)-1H-[1,2,3]triazole-4-carbonyl]-amino}-piperidine-3-carboxylic acid (2-methoxy-1,1-dimethyl-ethyl)-amide COCC(C)(C)NC(=O)[C@@H]1CN(CC[C@H]1NC(=O)C=1N=NN(C1)C1=C(C=C(C=C1)F)F)C1CCCC1 |o1:9,14|